ethyl 2-cyano-3-ethoxy-prop-2-enoate C(#N)C(C(=O)OCC)=COCC